3-(3-fluoro-4-(piperidin-4-yl)phenyl)-N-hydroxybenzo[c]isoxazole-5-carboxamide FC=1C=C(C=CC1C1CCNCC1)C1=C2C(=NO1)C=CC(=C2)C(=O)NO